N1(CCOCC1)C1=NC2=C(N=CC=C2C(=C1)C=1C=CC(NC1)=O)C1=CC=NN1 5-[2-(morpholin-4-yl)-8-(1H-pyrazol-5-yl)-1,7-naphthyridin-4-yl]pyridin-2(1H)-one